FC1=CC=C(OC=2C=CC(=NC2)NC(C(C)N2CCN(CC2)C(C2=CN=C(C(=C2)C(F)(F)F)OC)=O)=O)C=C1 N-(5-(4-fluorophenoxy)pyridin-2-yl)-2-(4-(6-methoxy-5-(trifluoromethyl)nicotinoyl)piperazin-1-yl)propanamide